C(C1=CC=CC=C1)N1CC2(C(C1)CO)CCN(CC2)CC2=CC=CC=C2 (2,8-dibenzyl-2,8-diazaspiro[4.5]decan-4-yl)methanol